FC1=CC=C2C=C(NC2=C1)C(=O)N(C1=CC=CC=C1)C 6-fluoro-N-methyl-N-phenylindole-2-carboxamide